tert-butyl ((S)-1-((1S,3aR,6aS)-1-(((S)-1-amino-1-oxo-3-((S)-2-oxopyrrolidin-3-yl)propan-2-yl)carbamoyl)hexahydrocyclopenta[c]pyrrol-2(1H)-yl)-3,3-dimethyl-1-oxobutan-2-yl)carbamate NC([C@H](C[C@H]1C(NCC1)=O)NC(=O)[C@H]1N(C[C@H]2[C@@H]1CCC2)C([C@H](C(C)(C)C)NC(OC(C)(C)C)=O)=O)=O